SCCSC(CS)CSCCS 2,3-Bis(mercaptoethylthio)-1-mercaptopropan